Methyl 6-(3-cyano-4-fluorophenyl)-2-(methylthio)thiazolo[4,5-b]pyridine-5-carboxylate C(#N)C=1C=C(C=CC1F)C=1C=C2C(=NC1C(=O)OC)N=C(S2)SC